N-(6-((5-bromo-2-((4-(4-(2-fluoroethyl)piperazin-1-yl)-2-methoxy-5-(1-methyl-1H-pyrazol-4-yl)phenyl)amino)pyrimidin-4-yl)amino)quinoxalin-5-yl)methanesulfonamide BrC=1C(=NC(=NC1)NC1=C(C=C(C(=C1)C=1C=NN(C1)C)N1CCN(CC1)CCF)OC)NC=1C(=C2N=CC=NC2=CC1)NS(=O)(=O)C